FC=1C=C(C=NC1N1C=NC(=C1)[C@]1(S(CCC1)(=O)=O)C)NC([C@@H](C)N1N=C(C=C1C)C(F)(F)F)=O (R)-N-(5-fluoro-6-(4-((S)-2-methyl-1,1-dioxidotetrahydrothiophen-2-yl)-1H-imidazol-1-yl)pyridin-3-yl)-2-(5-methyl-3-(trifluoromethyl)-1H-pyrazol-1-yl)propanamide